3-Cyano-N-indan-2-yl-2-tetrahydrofuran-2-yl-pyrazolo[1,5-a]pyrimidine-7-carboxamide C(#N)C=1C(=NN2C1N=CC=C2C(=O)NC2CC1=CC=CC=C1C2)C2OCCC2